C(C)(C)(C)C=1C=C(C)C=CC1 m-t-butyltoluene